CCCCCCCCCCCCCCCCCCC(=O)OC[C@H](COP(=O)([O-])OCC[N+](C)(C)C)OC(=O)CCC/C=C\C/C=C\C/C=C\C/C=C\CCCCC 1-nonadecanoyl-2-(5Z,8Z,11Z,14Z-eicosatetraenoyl)-glycero-3-phosphocholine